(5-Cyclopropylthiophen-3-yl)carbamic acid tert-butyl ester C(C)(C)(C)OC(NC1=CSC(=C1)C1CC1)=O